OC1=C(C(C(C1)CC(C)=NOC)=O)C1=C(C=C(C=C1C)C)C 3-hydroxy-2-(2,4,6-trimethylphenyl)-5-{2-(methoxyimino)propyl}cyclopent-2-enone